ClC1=CC(=C(C(=C1)F)C1=C(C(N(N1C)C1=NC(=CC(=C1)OC(C)C)OCCO)=O)NC(C1=CC=C(C=C1)OC(F)F)=O)F N-(5-(4-chloro-2,6-difluorophenyl)-2-(6-(2-hydroxyethoxy)-4-isopropoxypyridin-2-yl)-1-methyl-3-oxo-2,3-dihydro-1H-pyrazol-4-yl)-4-(difluoromethoxy)benzamide